4-[4-[(E)-3-(3-Chloro-4-hydroxyphenyl)prop-2-enoyl]phenoxy]butanoic acid ClC=1C=C(C=CC1O)/C=C/C(=O)C1=CC=C(OCCCC(=O)O)C=C1